N-cyclopropyl-2-(difluoromethoxy)-4-[6-[2-(ethylamino)-1,1-dimethyl-2-oxoethyl]pyrazolo[1,5-a]pyridin-3-yl]-6-methoxybenzamide C1(CC1)NC(C1=C(C=C(C=C1OC)C=1C=NN2C1C=CC(=C2)C(C(=O)NCC)(C)C)OC(F)F)=O